4-cyclopentylpiperazine-1-carboxamide C1(CCCC1)N1CCN(CC1)C(=O)N